ClC=1C=C(C=CC1F)[C@@H](NC(=O)N1[C@@H](C(NCC1)=O)C)C=1C=NC(=CC1)OCC(F)(F)F |o1:8| (2R)-N-((R or S)-(3-chloro-4-fluorophenyl)(6-(2,2,2-trifluoro-ethoxy)pyridin-3-yl)methyl)-2-methyl-3-oxopiperazine-1-carboxamide